FC=1C(=C(C=CC1F)[C@H]1[C@@H](O[C@]([C@H]1C)(C(F)(F)F)C)C(=O)NC=1C=NC(=CC1)[C@H](CO)O)C |o1:8,9,11,12| rel-(2R,3S,4S,5R)-3-(3,4-difluoro-2-methylphenyl)-N-(6-((R)-1,2-dihydroxyethyl)pyridin-3-yl)-4,5-dimethyl-5-(trifluoromethyl)tetrahydrofuran-2-carboxamide